3-(1-(6-chloropyridin-2-yl)-1H-pyrazol-4-yl)-3-hydroxy-1-methylpyrrolidin-2-one ClC1=CC=CC(=N1)N1N=CC(=C1)C1(C(N(CC1)C)=O)O